CC1N(C2(CN(C2)C(=O)[O-])CNC1)C(=O)[O-] 6-methyl-2,5,8-triazaspiro[3.5]nonane-2,5-dicarboxylate